5-(4-((1-(4-Amino-5-methoxy-2-(1-methyl-1H-pyrazol-4-yl)phenyl)-4-fluoropiperidine-4-yl)methyl)piperazin-1-yl)-2-(2,6-dioxopiperidin-3-yl)isoindoline-1,3-dione NC1=CC(=C(C=C1OC)N1CCC(CC1)(F)CN1CCN(CC1)C=1C=C2C(N(C(C2=CC1)=O)C1C(NC(CC1)=O)=O)=O)C=1C=NN(C1)C